(4-fluorophenyl)-1H-pyrazole-3-carboxylic acid ethyl ester C(C)OC(=O)C1=NN(C=C1)C1=CC=C(C=C1)F